ClC1=NC(=C(C(=N1)NC[C@H]1OCCC1)N)N1[C@H](CN([C@@H](C1)C)C(CC(C)C)C1=CC=C(C=C1)Cl)C 2-chloro-6-((2S,5R)-4-(1-(4-chlorophenyl)-3-methylbutyl)-2,5-dimethylpiperazin-1-yl)-N4-(((S)-tetrahydrofuran-2-yl)methyl)pyrimidine-4,5-diamine